[O-2].[Ga+2] Gallium(II) Oxide